C(C)O[Si](CCSSSSCC[Si](OCC)(OCC)OCC)(OCC)OCC 2-triethoxysilylethyltetrasulfide